C(C1=CC=CC=C1)N1C[C@H](N(C[C@H]1[C@H](C)O)C(=O)OC(C)(C)C)C t-butyl (2R,5S)-4-benzyl-5-((S)-1-hydroxyethyl)-2-methylpiperazine-1-carboxylate